4-(8,9,10,11-tetrahydro-3H-pyrrolo[3,2-a]phenanthridin-7-yl)benzoic acid C1=CNC=2C1=C1C=3CCCCC3C(=NC1=CC2)C2=CC=C(C(=O)O)C=C2